4-(6-chloro-7-cyano-1-(2-ethyl-4-fluorophenyl)-4-oxo-1,4-dihydroquinazolin-3(2H)-yl)-3-methylpyridine 1-oxide ClC=1C=C2C(N(CN(C2=CC1C#N)C1=C(C=C(C=C1)F)CC)C1=C(C=[N+](C=C1)[O-])C)=O